C(C1=CC=CC=C1)OC(=O)NCCS(=O)(=O)NC(=O)C1=CC=C(C=C1)[C@H]1N(CC[C@@H](C1)OCC)CC1=C2C=CN(C2=C(C=C1OC)C)C(=O)OC(C)(C)C tert-butyl 4-(((2S,4S)-2-(4-(((2-(((benzyloxy)carbonyl)amino)ethyl)sulfonyl) carbamoyl)phenyl)-4-ethoxypiperidin-1-yl)methyl)-5-methoxy-7-methyl-1H-indole-1-carboxylate